1-tert-butyl 3-(5-(1-ethyl-1,4,5,6-tetrahydropyrrolo[3,4-c]pyrazole-5-carbonyl)-7-(6-ethyl-2-methylpyridin-3-yl)-1-isobutyl-1H-indol-2-yl)-5,6-dihydropyridine-1(2H)-carboxylate C(C)N1N=CC2=C1CN(C2)C(=O)C=2C=C1C=C(N(C1=C(C2)C=2C(=NC(=CC2)CC)C)CC(C)C)C=2CN(CCC2)C(=O)OC(C)(C)C